tert-butyl (S)-6-(7-bromo-6-chloro-2-((1-methylpyrrolidin-2-yl)methoxy)-8-(2,2,2-trifluoroethoxy) quinazolin-4-yl)-2,6-diazaspiro[3.4]octane-2-carboxylate BrC1=C(C=C2C(=NC(=NC2=C1OCC(F)(F)F)OC[C@H]1N(CCC1)C)N1CC2(CN(C2)C(=O)OC(C)(C)C)CC1)Cl